ClC1=CC=C(C=C1)C1=NNC(=C1O)C1=CC(=C(C=C1)OC)OC 3-(4-chlorophenyl)-5-(3,4-dimethoxyphenyl)-4-hydroxy-1H-pyrazole